CN1C([C@@H](N=C(C2=C1C=CC=C2)C2=CC=CC=C2)NC(=O)NC2=CC(=CC=C2)C)=O N-[(3R)-2,3-Dihydro-1-methyl-2-oxo-5-phenyl-1H-1,4-benzodiazepin-3-yl]-N'-(3-methylphenyl)urea